1-[6,7-Dichloro-10-(1H-pyrazol-4-yl)-3,4-dihydro-1H-pyrazino[1,2-a]indol-2-yl]-2-imidazol-1-yl-ethanone ClC1=C(C=CC=2C(=C3N(C12)CCN(C3)C(CN3C=NC=C3)=O)C=3C=NNC3)Cl